trans-1-((4-((S)-3-(3,5-difluorophenyl)isoxazolidine-2-carbonyl)cyclohexyl)methyl)-5-methyl-1H-imidazole-4-carbonitrile FC=1C=C(C=C(C1)F)[C@H]1N(OCC1)C(=O)[C@@H]1CC[C@H](CC1)CN1C=NC(=C1C)C#N